4-({5-[6-(dimethylamino)-5-fluoropyridin-3-yl]thiophen-2-yl}methyl)-2,4-dihydro-3H-1,2,4-triazol-3-one CN(C1=C(C=C(C=N1)C1=CC=C(S1)CN1C(NN=C1)=O)F)C